NC(CCC(C(=O)OC(C)(C)C)C=1C=C2C(=NC1C)N(N=C2)C)=O tert-butyl 5-amino-2-(1,6-dimethyl-1H-pyrazolo[3,4-b]pyridin-5-yl)-5-oxopentanoate